CC1(CN(C2=CC(=CC=C12)N1C(N(C(C1=O)(C)C)CC1=CC(=NC=C1)N[C@H](COCC)C)=O)S(=O)(=O)C)C (S)-3-(3,3-dimethyl-1-(methylsulfonyl)indolin-6-yl)-1-((2-((1-ethoxypropan-2-yl)amino)pyridin-4-yl)methyl)-5,5-dimethylimidazolidine-2,4-dione